2-(2-methyl-5-nitro-1H-imidazol-1-yl)-ethyl-(2,2,2-trichloro-1-(6-chloro-2-fluoro-9H-purin-9-yl)-ethyl)-carbamate CC=1N(C(=CN1)[N+](=O)[O-])CCN(C([O-])=O)C(C(Cl)(Cl)Cl)N1C2=NC(=NC(=C2N=C1)Cl)F